ONC(C(C(C)C)NS(=O)(=O)C1=C(C=C(C=C1C)C)C)=O N-hydroxy-3-methyl-2-((2,4,6-trimethylphenyl)sulfonamido)butanamide